C(CCCCCCC\C=C/C\C=C/CCCCC)(=O)OCC(OC(CCCCCCC\C=C/CCCCCCCC)=O)COC(CCCCCCC\C=C/CCCCCCCC)=O 1-linoleoyl-2,3-dioleoyl-glycerol